C(C)(C)(C)OC(=O)N1CCC(CC1)C=1N(C(NC1)S(=O)(=O)O)C 4-(3-methyl-2-sulfo-2,3-dihydro-1H-imidazole-4-yl)piperidine-1-carboxylic acid tert-butyl ester